CC=1C=C(C=O)C(=CN1)C 2,5-DIMETHYLISONICOTINALDEHYDE